8-(pyridin-3-yl)-1-(pyrimidin-4-yl)-4,5-dihydro-1H-benzo[g]indazole-3-carboxylic acid N1=CC(=CC=C1)C1=CC2=C(CCC=3C(=NN(C23)C2=NC=NC=C2)C(=O)O)C=C1